octyl-decyl alcohol lauroyl-glutamate C(CCCCCCCCCCC)(=O)N[C@@H](CCC(=O)O)C(=O)O.C(CCCCCCC)C(CCCCCCCCC)O